2-(4,7-bis(2-(tert-butoxy)-2-oxoethyl)-1,4,7-triazonan-1-yl)acetic acid C(C)(C)(C)OC(CN1CCN(CCN(CC1)CC(OC(C)(C)C)=O)CC(=O)O)=O